C1(CC1)CC1=C(C=NN1C(C)C)C1=NC(=NC=C1)NC1CCC(CC1)N (1r,4r)-N1-(4-(5-(cyclopropylmethyl)-1-isopropyl-1H-pyrazol-4-yl)pyrimidin-2-yl)cyclohexane-1,4-diamine